propyl-N,N'-bis(propyloxycarbonyl)lysine C(CC)N([C@@H](CCCCNC(=O)OCCC)C(=O)O)C(=O)OCCC